1-(4-hydroxyphenylcarbonyl)-3,5-bis(3-methyl-4-hydroxyphenylcarbonyl)benzene OC1=CC=C(C=C1)C(=O)C1=CC(=CC(=C1)C(=O)C1=CC(=C(C=C1)O)C)C(=O)C1=CC(=C(C=C1)O)C